2-(2-(dimethylamino)ethyl)-6-(6-fluoropyridin-3-yl)-2H-indazol-5-amine CN(CCN1N=C2C=C(C(=CC2=C1)N)C=1C=NC(=CC1)F)C